p-tolylmethyl 4-[(E)-[ethyl(methyl)amino]methyleneamino]-2,5-dimethyl-benzoate C(C)N(C)\C=N\C1=CC(=C(C(=O)OCC2=CC=C(C=C2)C)C=C1C)C